2-(2-chloro-6-fluorophenyl)-2-methyl-4-hydroxy-5-amino-3(2H)-furanone ClC1=C(C(=CC=C1)F)C1(OC(=C(C1=O)O)N)C